5-(5-(3-aminoprop-1-yn-1-yl)thiophen-2-yl)pent-4-yn-1-amine NCC#CC1=CC=C(S1)C#CCCCN